Chromen-3-one O1CC(CC2=CC=CC=C12)=O